4,4'-Diaminodiphenylmethan C1=CC(=CC=C1CC2=CC=C(C=C2)N)N